ClC(OC1=CC=C(C=C1)NC(=O)C1=CN(C(C=C1)=O)C1=CC=CC=C1)(F)F N-[4-[Chloro(difluoro)methoxy]phenyl]-6-oxo-1-phenyl-pyridine-3-carboxamide